5-chloro-7-(N-(2,4-difluoro-3-((2-(((R)-1-hydroxypropan-2-yl) amino) pyrimidin-5-yl) ethynyl) phenyl) sulfamoyl)-2,3-dihydrobenzofuran-3-yl acetate C(C)(=O)OC1COC2=C1C=C(C=C2S(NC2=C(C(=C(C=C2)F)C#CC=2C=NC(=NC2)N[C@@H](CO)C)F)(=O)=O)Cl